4-((2-((2,6-diethoxy-4'-fluoro-[1,1'-biphenyl]-4-yl)methyl)-2-azaspiro[3.3]heptane-6-yl)amino)benzoic acid C(C)OC1=C(C(=CC(=C1)CN1CC2(C1)CC(C2)NC2=CC=C(C(=O)O)C=C2)OCC)C2=CC=C(C=C2)F